N[C@@H](CC(C)C)C(=O)O[Si](C)(C)C l-Leucine, trimethylsilyl ester